Racemic-3-chloro-N,N-diethyl-8-methyl-7a,8,9,10-tetrahydro-7H-indolo[7,1-fg][1,7]naphthyridine-10-carboxamide ClC1=C2C=CN3C2=C(C2=CC(CN(C2C3)C)C(=O)N(CC)CC)C=C1